2,3-dimethyl-3-pentyl methacrylate C(C(=C)C)(=O)OC(C(C)C)(CC)C